5-chloro-2-((2S)-4-(1-cyclopropylethyl)-2-methylpiperazin-1-yl)pyridin-4-amine ClC=1C(=CC(=NC1)N1[C@H](CN(CC1)C(C)C1CC1)C)N